6-(7-(8-ethylnaphthalen-1-yl)-8-fluoro-2-((hexahydro-1H-pyrrolizin-7a-yl)methoxy)pyrido[4,3-d]pyrimidin-4-yl)-1,6-diazaspiro[3.5]nonan-2-one C(C)C=1C=CC=C2C=CC=C(C12)C1=C(C=2N=C(N=C(C2C=N1)N1CC2(CC(N2)=O)CCC1)OCC12CCCN2CCC1)F